[C@@H]12N[C@@H]([C@@H](CC1)C2)C(=O)N2CC(C2)C(=O)C2=CN(C1=CN=CC=C12)C1=C(C=C(C=C1)F)C=1C(=NC=CC1)C(C)C (1-((1R,3S,4S)-2-Azabicyclo[2.2.1]heptane-3-carbonyl)azetidin-3-yl)(1-(4-fluoro-2-(2-isopropylpyridin-3-yl)phenyl)-1H-pyrrolo[2,3-c]pyridin-3-yl)methanone